C(\C=C\C=C/CCCCC)(=O)OC methyl (E,Z)-2,4-decadienoate